benzyl ({5-[(1s,3r)-3-{[(cyclopropylamino) carbonyl] oxy} cyclopentyl]-2-(2-methylpropan-2-yl) pyrazol-3-yl} amino)carboxylate C1(CC1)NC(=O)O[C@H]1C[C@H](CC1)C=1C=C(N(N1)C(C)(C)C)NC(=O)OCC1=CC=CC=C1